N1CCC(CC1)NC(NC1=NC=CC(=C1)N1CC(C1)NC(OC(C)(C)C)=O)=O tert-butyl (1-(2-(3-(piperidin-4-yl)ureido)pyridin-4-yl)azetidin-3-yl)carbamate